C(CCCCCCCCC)(=O)OCC(O)CO monoglycerol monodecanoate